C(C)(C)C1=NN(C=2N=C(C=C(C21)NCC2=NN(C=N2)C)C=2SC(=CN2)C)C 3-isopropyl-1-methyl-6-(5-methylthiazol-2-yl)-N-[(1-methyl-1,2,4-triazol-3-yl)methyl]pyrazolo[3,4-b]pyridin-4-amine